NC1=NN(C=C1C(=O)OCC)C1CC1 ethyl 3-amino-1-cyclopropyl-1H-pyrazole-4-carboxylate